3-[(2-fluorobenzyl)oxy]benzamide FC1=C(COC=2C=C(C(=O)N)C=CC2)C=CC=C1